5-(2-ethoxy-2-oxoacetyl)-2,4-dimethyl-1H-pyrrole-3-carboxylic acid ethyl ester C(C)OC(=O)C1=C(NC(=C1C)C(C(=O)OCC)=O)C